FC1=C(C=C(C=C1)F)[C@@H]1N(CCC1)C1=NC=2N(C=C1)N=CC2C(=O)NCCCCCCCC(=O)OC methyl 8-[[5-[(2R)-2-(2,5-difluorophenyl)pyrrolidin-1-yl]pyrazolo[1,5-a]pyrimidine-3-carbonyl]amino]octanoate